4-((1-((2,3,4,5-tetrafluoro-6-(trifluoromethyl)phenyl)sulfonyl)azetidin-3-yl)amino)pyrido[2,3-d]Pyrimidin FC1=C(C(=C(C(=C1F)F)F)C(F)(F)F)S(=O)(=O)N1CC(C1)NC=1C2=C(N=CN1)N=CC=C2